benzo[f][1,4]thiazepine S1C=CN=CC2=C1C=CC=C2